C[N+](CCP(=O)=O)(CCOC(C(=C)C)=O)C N,N-dimethyl-N-(2-methylacryloyloxyethyl)-N-(2-phosphoethyl)ammonium